4-(4-(methylphenylsulfonyl)-3,4-dihydro-2H-pyrido[4,3-b][1,4]oxazin-8-yl)benzonitrile CC1=C(C=CC=C1)S(=O)(=O)N1C2=C(OCC1)C(=CN=C2)C2=CC=C(C#N)C=C2